1-vinyl-3-butylimidazole bromide salt [Br-].C(=C)N1CN(C=C1)CCCC